4-bromo-2-(4-chlorophenyl)-5-trifluoromethyl-pyrrole-3-carbonitrile BrC=1C(=C(NC1C(F)(F)F)C1=CC=C(C=C1)Cl)C#N